O=C([C@H](O)[C@@H](O)[C@H](O)[C@H](O)CO)[O-].[Ca+2].O=C([C@H](O)[C@@H](O)[C@H](O)[C@H](O)CO)[O-] Calcium D-Gluconate